2-(morpholin-4-yl)-8-(1H-pyrazol-5-yl)-4-[2-(trifluoromethyl)phenyl]-1,7-naphthyridine N1(CCOCC1)C1=NC2=C(N=CC=C2C(=C1)C1=C(C=CC=C1)C(F)(F)F)C1=CC=NN1